N1=CC(=CC=C1)C=1NC=2N(C(C1)C1=CC=C(C=C1)Br)C1=C(N2)C=CC=C1 2-(3-pyridinyl)-4-(4-bromophenyl)-1,4-dihydrobenzo[4,5]imidazo[1,2-a]pyrimidine